(4-methyl-1,2,3-thiadiazol-5-yl)(4-(2-(trifluoromethyl)phenyl)piperidin-1-yl)methanone tert-butyl-N-[(3R,4R)-1-[(6-chloro-2-methyl-3-pyridyl)methyl]-4-methoxy-pyrrolidin-3-yl]carbamate C(C)(C)(C)OC(N[C@@H]1CN(C[C@H]1OC)CC=1C(=NC(=CC1)Cl)C)=O.CC=1N=NSC1C(=O)N1CCC(CC1)C1=C(C=CC=C1)C(F)(F)F